[Cl-].C(=O)(O)C(CCCCNC(CCCCC1SC[C@@H]2NC(N[C@@H]21)=O)=O)NC(=O)C2=CC=C(C=C2)[N+]#N 4-(1-carboxy-5-(5-((3aS,6aR)-2-oxohexa-hydro-1H-thieno[3,4-d]imidazol-4-yl)-pentanamido)pentyl-carbamoyl)benzene-diazonium chloride